C(C)C1(COC1)COCC(C)O 2-hydroxypropyl (3-ethyl-3-oxetylmethyl) ether